1'-(1-methyl-1H-pyrazol-5-yl)spiro[cyclohexane-1,3'-indoline]-2'-one CN1N=CC=C1N1C(C2(C3=CC=CC=C13)CCCCC2)=O